NC1=C(C(=O)O)C=C(C=N1)C1=C(C=C(C=C1)NC(C(O)C1=CC(=CC(=C1)F)F)=O)C 2-amino-5-(4-(2-(3,5-difluorophenyl)-2-hydroxyacetamido)-2-methyl-phenyl)nicotinic acid